1-(4-chlorophenyl)-1H-indole ClC1=CC=C(C=C1)N1C=CC2=CC=CC=C12